4-cyclopropyl-N-{2-methyl-3-{4-{[4-(4-methylpiperazin-1-yl)phenyl]amino}-7H-pyrrolo[2,3-d]pyrimidin-2-yl}phenyl}benzamide C1(CC1)C1=CC=C(C(=O)NC2=C(C(=CC=C2)C=2N=C(C3=C(N2)NC=C3)NC3=CC=C(C=C3)N3CCN(CC3)C)C)C=C1